N-(3-cyclobutyl-1H-pyrazol-5-yl)-4-morpholinopyrido[3',2':4,5]furo[3,2-d]pyrimidin-2-amine hydrochloride Cl.C1(CCC1)C1=NNC(=C1)NC=1N=C(C2=C(N1)C1=C(O2)N=CC=C1)N1CCOCC1